(4-Amino-3-methoxy-phenyl)-(5-methoxy-3H-benzo[e]-indol-2-yl)-methanone NC1=C(C=C(C=C1)C(=O)C=1NC=2C=C(C3=C(C2C1)C=CC=C3)OC)OC